CC1=NOC(=C1C=1C=C2C(=NC1)C(=CN2C2=C(C=C(C(=O)O)C=C2OCC)OCC)C2=CC(=NC=C2)F)C 4-(6-(3,5-dimethylisoxazol-4-yl)-3-(2-fluoropyridin-4-yl)-1H-pyrrolo[3,2-b]pyridin-1-yl)-3,5-diethoxybenzoic acid